4-(1-aminocyclobutyl)-5-fluorobenzene-1,3-diol NC1(CCC1)C1=C(C=C(C=C1F)O)O